S1C2=C(C=C1)C(=CC=C2)N2CCN(CC2)CC[C@@H]2CC[C@H](CC2)NS(=O)(=O)C=2C=NC=CC2 N-(trans-4-(2-(4-(benzo[b]thiophen-4-yl)piperazin-1-yl)ethyl)cyclohexyl)pyridine-3-sulfonamide